C(CCCCCCCCCCCCCCC)(=O)CC(C[NH+](C)C)C(CCCCCCCCCCCCCCC)=O 1,2-dipalmitoyl-3-dimethylammonio-propane